ClC1=C(C=2NC(NC(C2C=N1)=O)=O)F 7-Chloro-8-fluoropyrido[4,3-d]pyrimidine-2,4(1H,3H)-dione